CN([C@H]1CN(CC1)C=1C=C(C=CC1)NC=1N=C(C2=C(N1)C=CS2)N2OCC[C@H]2C2=CC=CC=C2)C N-(3-((R)-3-(dimethylamino)pyrrolidin-1-yl)phenyl)-4-((S)-3-phenylisoxazolidin-2-yl)thieno[3,2-d]pyrimidin-2-amine